4-((2S,3S,4S,5R)-3-(3,4-difluoro-2-hydroxyphenyl)-4,5-dimethyl-5-(trifluoromethyl)tetrahydrofuran-2-carboxamido)picolinamide FC=1C(=C(C=CC1F)[C@H]1[C@H](O[C@]([C@H]1C)(C(F)(F)F)C)C(=O)NC1=CC(=NC=C1)C(=O)N)O